6-(1-methyl-6-oxo-1,6-dihydropyridin-3-yl)imidazo[1,2-a]pyridine-2-carboxamide CN1C=C(C=CC1=O)C=1C=CC=2N(C1)C=C(N2)C(=O)N